3-(4-(2,3-dimethyl-4-nitrophenoxy)pyridin-2-yl)-1,1-dimethylurea CC1=C(OC2=CC(=NC=C2)NC(N(C)C)=O)C=CC(=C1C)[N+](=O)[O-]